ClC1=CC2=C(C=N1)C(=C(N2COCC[Si](C)(C)C)C2=C(C=CC=C2OC)F)I 6-chloro-2-(2-fluoro-6-methoxyphenyl)-3-iodo-1-[[2-(trimethylsilyl)ethoxy]methyl]pyrrolo[3,2-c]pyridine